BrC1=C(CC=2C(=C(C=C(C2)F)N=CNC)C)C=CC=C1 N'-(3-(2-bromobenzyl)-5-fluoro-2-methylphenyl)-N-methyl-formimidamide